CN1N=C(C(=C1)C(=O)N)C 1,3-dimethyl-1H-pyrazole-4-carboxamide